(1R,2R)-2-fluoro-N-(5-(6-methoxy-[1,2,4]triazolo[1,5-a]pyridin-2-yl)-8-((methyl-d3)amino)-2,7-naphthyridin-3-yl)cyclopropane-1-carboxamide F[C@H]1[C@H](C1)C(=O)NC=1N=CC2=C(N=CC(=C2C1)C1=NN2C(C=CC(=C2)OC)=N1)NC([2H])([2H])[2H]